Cl.Cl.NCCC(OCC(=O)OCC)CCN ethyl [3-amino-1-(2-aminoethyl)propoxy]acetate dihydrochloride